C(C)(=O)O[C@@H]1[C@H](O[C@H]([C@@H]1OC(C)=O)N1C2=NC(=NC(=C2N=C1)Cl)Cl)COC(C)=O (2R,3R,4R,5R)-2-(acetoxymethyl)-5-(2,6-dichloro-9H-purin-9-yl)tetrahydrofuran-3,4-diyl diacetate